N[C@@](C(=O)O)(C(C)C)C |r| (R)- and (S)-2-amino-2,3-dimethylbutanoic acid